BrC=1C=NC(=NC1)N1CC2(CN(C2)C(=O)OCCCC)C1 butyl 6-(5-bromopyrimidin-2-yl)-2,6-diazaspiro[3.3]heptane-2-carboxylate